ClC1=NC(=CC(=C1)C=1C(=NN2C1N=C(C=C2)N2CCS(CC2)(=O)=N)C=2C=C(C#N)C=CC2)C 3-[3-(2-chloro-6-methyl-4-pyridinyl)-5-(1-imino-1-oxo-1,4-thiazinan-4-yl)pyrazolo[1,5-a]pyrimidin-2-yl]benzonitrile